C(C(C)C)OC1N(C2=CC=CC=C2C=C1)C(=O)[O-] 1,2-dihydro-2-isobutoxy-1-quinolinecarboxylate